[N+](=O)([O-])[O-].[Y+3].[N+](=O)([O-])[O-].[N+](=O)([O-])[O-] Yttrium nitrat